(S)-3-(aminomethyl)-1-Boc-pyrrolidine NC[C@H]1CN(CC1)C(=O)OC(C)(C)C